C(#N)[C@H](C[C@H]1C(NCC1)=O)NC(=O)[C@@H]1[C@H]2C([C@H]2CN1C([C@@H](NC(C(F)(F)F)=O)C(C)(C)C)=O)(C)C (1R,2S,5S)-N-{(S)-1-Cyano-2-[(3S)-2-oxopyrrolidin-3-yl]ethyl}-6,6-dimethyl-3-[3-methyl-N-(trifluoroacetyl)-L-valyl]-3-azabicyclo[3.1.0]hexane-2-carboxamide